1-((4-tert-butylphenyl)sulfonyl)-3-iodobicyclo[1.1.1]pentane C(C)(C)(C)C1=CC=C(C=C1)S(=O)(=O)C12CC(C1)(C2)I